F[P-](F)(F)(F)(F)F.C1(=CC=CC=C1)C1OC(=CC(=C1)C1=CC=CC=C1)C1=CC=CC=C1 2,4,6-triphenylpyran hexafluorophosphate